NC1=NC(=CC(=N1)C=1N=NN(C1)CC1=CC=CC(=N1)C(CC(=O)O)(C)C)C1=C(C(=CC=C1)F)F 3-[6-({4-[2-Amino-6-(2,3-difluorophenyl)-4-pyrimidinyl]-1H-1,2,3-triazol-1-yl}methyl)-2-pyridyl]-3-methylbutyric acid